C(C)(C)(C)C1=NC2=C(C=3N1C(NN3)=O)C=C(C(=N2)C2=C(C=CC=C2)C)C2=CC=C(C=C2)Cl 5-tert-butyl-9-(4-chlorophenyl)-8-(2-methylphenyl)pyrido[3,2-e][1,2,4]triazolo[4,3-c]pyrimidin-3(2H)-one